1,2,3-trimethyl-guanidine CNC(=NC)NC